BrCC(=O)C=1OC=CC1 alpha-bromo-2-acetylfuran